ClC=1C=C2C=C(NC2=CC1OCC1=CC(=NO1)C)CNC(=O)C12OCC(C1)C2 N-((5-chloro-6-((3-methylisoxazol-5-yl)methoxy)-1H-indol-2-yl)methyl)-2-oxabicyclo[2.1.1]hexane-1-carboxamide